FC(OCCN)F 2-(difluoromethoxy)ethan-1-amine